tetrahydro-2-(5-chloro-3-methylpentyloxy)-2H-pyran ClCCC(CCOC1OCCCC1)C